5-Piperidin-1-yl-pent-2-enoic acid [4-(3-chloro-4-fluoro-phenylamino)-7-methylamino-quinazolin-6-yl]-amide ClC=1C=C(C=CC1F)NC1=NC=NC2=CC(=C(C=C12)NC(C=CCCN1CCCCC1)=O)NC